CC1CN(C1)C(=O)OC(C)(C)C tertbutyl 3-methylazetidine-1-carboxylate